S1CN(C2=C1C=CC=C2)C(=O)[O-] benzothiazole-N-formate